(2R)-N-(2-aminoethyl)-2-(2,5-dioxo-2,5-dihydro-1H-pyrrol-1-yl)propanamide NCCNC([C@@H](C)N1C(C=CC1=O)=O)=O